C(CCCCCCCC(=O)OCCCCCCC(C)C)(=O)OCCCCCCC(C)C diisononyl nonanedioate